BrC1=CC=C(N\C=C(/C(=O)OCC)\C#N)C=C1 ethyl (Z)-3-(4-bromoanilino)-2-cyano-prop-2-enoate